Trifluoroacetic acid palladium salt [Pd+2].FC(C(=O)[O-])(F)F.FC(C(=O)[O-])(F)F